OB1OC2=C(C[C@@H]1NC([C@H](C1=CC=C(C=C1)P(=O)(O)O)NC(=O)C1=CN=C3N(C1=O)CCS3)=O)C=CC=C2C(=O)O (R)-2-hydroxy-3-((S)-2-(5-oxo-2,3-dihydro-5H-thiazolo[3,2-a]pyrimidine-6-carboxamido)-2-(4-phosphonophenyl)acetamido)-3,4-dihydro-2H-benzo[e][1,2]oxaborinine-8-carboxylic acid